N-cyclopropyl-2-(5,6-diphenylpyrazin-2-yl)sulfanyl-butanamide C1(CC1)NC(C(CC)SC1=NC(=C(N=C1)C1=CC=CC=C1)C1=CC=CC=C1)=O